ClC1=C(C=NNC1=O)N1C[C@@H](CC1)OC1=NC=CC(=C1)C1=C(C=C(C=C1)S(=O)(=O)NC1CC1)F (R)-4-(2-((1-(5-chloro-6-oxo-1,6-dihydropyridazin-4-yl)pyrrolidin-3-yl)oxy)pyridin-4-yl)-N-cyclopropyl-3-fluorobenzenesulfonamide